FC1=C(C=CC=C1C(F)(F)F)[C@@H](C)NC(=O)C1=NN(C(C=C1)=O)C=1C=C(C=NC1)C1=CN=NN1C1CN(C1)C(=O)OC Methyl (R)-3-(5-(5-(3-((1-(2-fluoro-3-(trifluoromethyl)phenyl)ethyl)carbamoyl)-6-oxopyridazin-1(6H)-yl)pyridin-3-yl)-1H-1,2,3-triazol-1-yl)azetidine-1-carboxylate